Cl.C(C1=CC=CC=C1)N1CCC(CC1)N1N=CC=C(C1=O)C1=CC=C(C=C1)OC 2-(1-benzylpiperidin-4-yl)-4-(4-methoxyphenyl)-2,3-dihydropyridazin-3-one hydrochloride